tris(isopropoxy)vinyltin C(C)(C)OC(=C(OC(C)C)OC(C)C)[Sn]